1-((chloromethyl)sulfonyl)-4-methylbenzene ClCS(=O)(=O)C1=CC=C(C=C1)C